3-fluoro-1-(4-isothiocyanato-2-(trifluoromethyl)benzyl)azetidine FC1CN(C1)CC1=C(C=C(C=C1)N=C=S)C(F)(F)F